(19S)-19-Ethyl-19-hydroxy-7-[(E)-3-oxo-3-phenylprop-1-enyl]-17-oxa-3,13-diazapentacyclo[11.8.0.02,11.04,9.015,20]henicosa-1(21),2(11),3,5,7,9,15(20)-heptaene-14,18-dione C(C)[C@]1(C(OCC=2C(N3CC=4C=C5C=C(C=CC5=NC4C3=CC12)\C=C\C(C1=CC=CC=C1)=O)=O)=O)O